N-(benzyloxycarbonyl)glutamic acid C(C1=CC=CC=C1)OC(=O)N[C@@H](CCC(=O)O)C(=O)O